(5-isobutyl-3-(4-((4-methyl-5,7-dioxo-4,6-diazaspiro[2.4]heptan-6-yl)methyl)phenyl)thiophen-2-yl)sulphonylcarbamic acid butyl ester C(CCC)OC(NS(=O)(=O)C=1SC(=CC1C1=CC=C(C=C1)CN1C(N(C2(CC2)C1=O)C)=O)CC(C)C)=O